methyl 2-(chlorosulfonyl)-4-nitrobenzoate ClS(=O)(=O)C1=C(C(=O)OC)C=CC(=C1)[N+](=O)[O-]